cyclopentadithiazole S1SN=C2C1=CC=C2